ClC=1C2=C(N=CN1)N(C(=C2)C2(CCOCC2)O)COCC[Si](C)(C)C 4-(4-Chloro-7-((2-(trimethylsilyl)ethoxy)methyl)-7H-pyrrolo[2,3-d]pyrimidin-6-yl)tetrahydro-2H-pyran-4-ol